tert-butyl 4-(3-(2-(4-chloro-2-fluorophenyl)-2-carbonylethoxy)-2-nitrophenyl)-3,6-dihydropyridine-1(2H)-carboxylate ClC1=CC(=C(C=C1)C(COC=1C(=C(C=CC1)C=1CCN(CC1)C(=O)OC(C)(C)C)[N+](=O)[O-])=C=O)F